3-allyl-succinimide C(C=C)C1CC(=O)NC1=O